N1N=CC(=C1)C1=CC=C(C=C1)N1C(C2(CC1)NC1=CC=CC(=C1C2)C)=O (4-(1H-pyrazol-4-yl)phenyl)-4-methylspiro[indoline-2,3'-pyrrolidine]-2'-one